FC=1C(=NC=C(C1C1=C(C=NC(=C1)C)C(=O)NC1=NN=C(S1)C(=O)[O-])OC)C.[Li+] Lithium 5-(3'-fluoro-5'-methoxy-2',6-dimethyl-[4,4'-bipyridine]-3-carboxamido)-1,3,4-thiadiazole-2-carboxylate